O1C(OCC1)C1=CC=C(C=C1)N1N=CC(=C1)C 1-(4-(1,3-dioxolan-2-yl)phenyl)-4-methyl-1H-pyrazole